N[C@@H]1CN(CC1)C1=CC(=CC(=N1)N1CC=2C(=NC=CC2C1=O)C1=C(C=CC=C1OC)F)Cl 2-(6-((S)-3-aminopyrrolidin-1-yl)-4-chloropyridin-2-yl)-4-(2-fluoro-6-methoxyphenyl)-2,3-dihydro-1H-pyrrolo[3,4-c]pyridin-1-one